methyl para-aminomethylbenzoate NCC1=CC=C(C(=O)OC)C=C1